sodium naphthalene-2,7-dicarboxylate C1=C(C=CC2=CC=C(C=C12)C(=O)[O-])C(=O)[O-].[Na+].[Na+]